ClC1=C(C=CC(=C1)F)S(=O)(=O)N1CC2C(C1)CN(C2)C(=O)N2C[C@@H]1[C@@H](OCC(N1)=O)CC2 (4aR,8aS)-6-(5-(2-chloro-4-fluoro-phenyl)sulfonyl-1,3,3a,4,6,6a-hexahydropyrrolo[3,4-c]pyrrole-2-carbonyl)-4,4a,5,7,8,8a-hexahydropyrido[4,3-b][1,4]oxazin-3-one